3-(benzyloxy)-2-(((tert-butyldimethylsilyl)oxy)methyl)propane-1-thiol C(C1=CC=CC=C1)OCC(CS)CO[Si](C)(C)C(C)(C)C